(R)-2-((4-(4-fluorophenyl)-7-methyl-2-oxo-2H-chromen-5-yl)oxy)-N,N-dimethylpropanamide FC1=CC=C(C=C1)C1=CC(OC2=CC(=CC(=C12)O[C@@H](C(=O)N(C)C)C)C)=O